OC1=C(C=CC=C1)C1=NC(=C2N1CCC2)C2=NC(=CC=C2O)C 2-(3-(2-hydroxyphenyl)-6,7-dihydro-5H-pyrrolo[1,2-c]imidazol-1-yl)-6-methylpyridin-3-ol